4-(3-(4-((5-((S)-2-(3-Chloro-4-cyanophenyl)-3-methyl-2,8-diazaspiro[4.5]decane-8-carbonyl)-pyridin-2-yl)thio)piperidin-1-yl)azetidin-1-yl)-N-(2,6-dioxopiperidin-3-yl)-2-fluorobenzamide ClC=1C=C(C=CC1C#N)N1CC2(C[C@@H]1C)CCN(CC2)C(=O)C=2C=CC(=NC2)SC2CCN(CC2)C2CN(C2)C2=CC(=C(C(=O)NC1C(NC(CC1)=O)=O)C=C2)F